4-(2,6-bis(bis(2-methoxyethyl)amino)-8-(4-methoxypiperidin-1-yl)pyrimido[5,4-d]pyrimidin-4-yl)thiomorpholine 1,1-dioxide COCCN(C=1N=C(C2=C(N1)C(=NC(=N2)N(CCOC)CCOC)N2CCC(CC2)OC)N2CCS(CC2)(=O)=O)CCOC